N-((1-((3-((5-chloro-2-methoxy-4-methylphenyl)sulfonamido)-4-methoxybenzo[d]isoxazol-6-yl)methyl)-1H-pyrazol-4-yl)methyl)propiolamide ClC=1C(=CC(=C(C1)S(=O)(=O)NC1=NOC2=C1C(=CC(=C2)CN2N=CC(=C2)CNC(C#C)=O)OC)OC)C